ClC=1C=C2C(=NC(=NC2=C(C1C1=CC=CC=2SC(=C(C21)I)NC(OC(C)(C)C)=O)F)F)N2C[C@](CCC2)(C)O tert-butyl (4-(6-chloro-2,8-difluoro-4-((R)-3-hydroxy-3-methylpiperidin-1-yl)quinazolin-7-yl)-3-iodobenzo[b]thiophen-2-yl)carbamate